N-(6-(5-(6-ethoxy-1H-pyrazolo[3',4':3,4]pyrazolo[1,5-a]pyridin-4-yl)pyridin-2-yl)-2,6-diazaspiro[3.4]octan-2-yl)-2-chloro-6-fluorobenzamide C(C)OC=1C=C(C=2N(C1)N=C1C2C=NN1)C=1C=CC(=NC1)N1CC2(CN(C2)NC(C2=C(C=CC=C2F)Cl)=O)CC1